OC(C(=O)OC(C1=CC=CC=C1)C1=CC=CC=C1)O Benzhydryl 2,2-dihydroxyacetate